C(C)C1CN(CC1\C=C\C1=CC=C(C=C1)C(F)(F)F)C(C=C)=O 1-{3-ethyl-4-[(E)-2-[4-(trifluoromethyl)phenyl]vinyl]pyrrolidin-1-yl}prop-2-en-1-one